ClC=1C=C(C=CC1C(F)(F)F)NC(=O)N1[C@@H]2CC[C@H]1CC1=NC(NC=C12)=O (5R,8S)-N-(3-chloro-4-(trifluoromethyl)phenyl)-2-oxo-3,5,6,7,8,9-hexahydro-2H-5,8-epiminocyclohepta[d]pyrimidine-10-carboxamide